(1R,3R)-N-(6-((S)-1-cyanospiro[2.2]pentan-1-yl)isoquinolin-3-yl)-3-methoxycyclobutane-1-carboxamide C(#N)[C@@]1(CC12CC2)C=2C=C1C=C(N=CC1=CC2)NC(=O)C2CC(C2)OC